2-(4-ethylbenzyl)-5-hydroxy-methylphenyl β-D-glucopyranoside O([C@H]1[C@H](O)[C@@H](O)[C@H](O)[C@H](O1)CO)C1=C(C(=CC(=C1)O)C)CC1=CC=C(C=C1)CC